FC([C@H](C)OC1=C(C(=O)N)C=CC=C1)(F)F 2-(((S)-1,1,1-trifluoropropan-2-yl)oxy)benzamide